3-[4-(carbazole-9-yl)phenyl]imidazole C1=CC=CC=2C3=CC=CC=C3N(C12)C1=CC=C(C=C1)N1C=NC=C1